3-[N,N-Dimethyl(3-palmitoylaminopropyl)ammonio]-propanesulfonate C[N+](C)(CCCS(=O)(=O)[O-])CCCNC(CCCCCCCCCCCCCCC)=O